C1(=CC=CC=C1)N1N=C(C=2CCCCC12)C(=O)NCC(=O)O (1-Phenyl-4,5,6,7-tetrahydro-1H-indazole-3-carbonyl)glycine